COC(=O)C1NC(CN(C1)C1=NC=C(C=N1)OCC1=C(C=CC=C1Cl)Cl)=O 4-{5-[(2,6-dichlorophenyl)methoxy]pyrimidin-2-yl}-6-oxopiperazine-2-carboxylic acid methyl ester